ClC1=CC=C(NC2=C(C(=NC(=N2)SC)N2CC(C2)(C(=O)N)OCC)[N+](=O)[O-])C=C1 1-[6-(4-chloroanilino)-2-methylsulfanyl-5-nitro-pyrimidin-4-yl]-3-ethoxy-azetidine-3-carboxamide